1-aminopropyl-3-methylimidazole bistrifluoromethanesulfonimide salt [N-](S(=O)(=O)C(F)(F)F)S(=O)(=O)C(F)(F)F.NC(CC)C1=NC=CN1C